1-(eicosa-11-en-1-yloxy)silane C(CCCCCCCCCC=CCCCCCCCC)O[SiH3]